(S)-2-ethoxy-2-oxo-1-phenylethyl 3-oxobutanoate O=C(CC(=O)O[C@H](C(=O)OCC)C1=CC=CC=C1)C